Terpinylacetate CC1=CCC(CC1)C(C)(C)OC(=O)C